6-butyl-5-(2,6-dimethoxyphenyl)-4-hydroxy-3-((3'-methyl-[3,4'-bipyridinyl]-6-yl)sulfonyl)pyridin-2(1H)-one C(CCC)C1=C(C(=C(C(N1)=O)S(=O)(=O)C1=CC=C(C=N1)C1=C(C=NC=C1)C)O)C1=C(C=CC=C1OC)OC